COC1=CC=C(C=CC(=O)OCCC)C=C1 propyl 4-methoxycinnamate